5-[4-(5-methyl-1,2,4-oxadiazol-3-yl)piperidine-1-carbonyl]-4-(trifluoromethyl)-2-[4-(trifluoromethyl)phenyl]Benzonitrile CC1=NC(=NO1)C1CCN(CC1)C(=O)C=1C(=CC(=C(C#N)C1)C1=CC=C(C=C1)C(F)(F)F)C(F)(F)F